Cl.CC1(CN(C2=C1C=NC(=C2)N(C2=CC=CC=C2)C)C(CN2[C@@](CN[C@@H](C2)C)(OC)C)=O)C 1-[3,3-Dimethyl-6-(methyl-phenyl-amino)-2,3-dihydro-pyrrolo[3,2-c]pyridin-1-yl]-2-((2R,5R)-2-methoxy-methyl-5-methyl-piperazin-1-yl)-ethanone hydrochloride salt